34-(pyrrolidine-1-carbonyl)-1,4,7,10,13,16,19,22,25,28,31-undecazacyclotetratriacontane-2,5,8,11,14,17,20,23,26,29,32-undecone N1(CCCC1)C(=O)C1CC(NCC(NCC(NCC(NCC(NCC(NCC(NCC(NCC(NCC(NCC(N1)=O)=O)=O)=O)=O)=O)=O)=O)=O)=O)=O